4-[bis(2-methoxyethyl)amino]-N-(2,3-dihydro-1,4-benzoxazin-4-yl)-8-(2,3,5-trifluorophenyl)quinoline-3-carboxamide COCCN(C1=C(C=NC2=C(C=CC=C12)C1=C(C(=CC(=C1)F)F)F)C(=O)NN1CCOC2=C1C=CC=C2)CCOC